3-(difluoromethyl)-1-(6-(2-methyl-3H-imidazo[4,5-b]pyridin-6-yl)thieno[2,3-b]pyridin-2-yl)cyclobutanol FC(C1CC(C1)(O)C1=CC=2C(=NC(=CC2)C=2C=C3C(=NC2)NC(=N3)C)S1)F